Methoxybutyl alcohol COCCCCO